FC=1C=C(C=C2C=CC(=NC12)C1OCCCC1)CN1C[C@H]([C@@H](C1)COC)OC=1C=C2CN(C(C2=CC1)=O)[C@@H]1C(NC(CC1)=O)=O |o1:37| rel-(3S)-3-(5-{[(3S,4S)-1-{[8-fluoro-2-(oxan-2-yl)quinolin-6-yl]methyl}-4-(methoxymethyl)pyrrolidin-3-yl]oxy}-1-oxo-2,3-dihydro-1H-isoindol-2-yl)piperidine-2,6-dione